dipyrazino[2,3-F:2',3'-h]quinoxaline-2,3,6,7,10,11-hexanitrile N1=C(C(=NC2=C1C=1N=C(C(=NC1C1=C2N=C(C(=N1)C#N)C#N)C#N)C#N)C#N)C#N